CS(=O)(=O)C1=C(C(=O)O)C=C(C=C1)S(F)(F)(F)(F)F 2-(methylsulfonyl)-5-(pentafluoro-lambda6-sulfanyl)benzoic acid